5h-pyrrolo[3,2-d]pyrimidin-4-one N1=CNC(C2=C1C=CN2)=O